(4S)-7-chloro-6-(2,6-difluorophenyl)-4-methyl-8-(trifluoromethyl)-4H-[1,2,4]triazolo[1,5-a][1,4]benzodiazepine ClC1=C(C=CC2=C1C(=N[C@H](C=1N2N=CN1)C)C1=C(C=CC=C1F)F)C(F)(F)F